FC1=C(C=CC(=C1)N1N=C(C=C1)CO)NC1=NC=C2C=CC(=NC2=C1)N[C@@H]1[C@H](CNCC1)C(=O)O (3S,4S)-4-[[7-([2-fluoro-4-[3-(hydroxymethyl)pyrazol-1-yl]phenyl]amino)-1,6-naphthyridin-2-yl]amino]piperidine-3-carboxylic acid